2,3-bis(2-methylphenyl-imino)butane CC1=C(C=CC=C1)N=C(C)C(C)=NC1=C(C=CC=C1)C